NC=1SC(=CN1)S(=O)(=O)N1CCN(CC1)C[C@H](C)NC=1C2=C(N=CN1)C(=CS2)C(F)(F)F N-[(2S)-1-[4-[(2-amino-1,3-thiazol-5-yl)sulfonyl]piperazin-1-yl]propan-2-yl]-7-(trifluoromethyl)thieno[3,2-d]pyrimidin-4-amine